C(#N)C1=C(C=C(C=C1)C=1C(=C(C#N)C=CN1)C1=C(C=C(C=C1)CC(C)(C)O)F)F 2-(4-cyano-3-fluorophenyl)-3-(2-fluoro-4-(2-hydroxyl-2-methylpropyl)phenyl)isonicotinonitrile